BrC1=C2C=C(NC2=C(C=C1)C(=O)N)C1=CC=C(C=C1)C(=O)N1CCN(CC1)C 4-bromo-2-(4-(4-methylpiperazine-1-carbonyl)phenyl)-1H-indole-7-carboxamide